5-((4-(4-(trifluoromethyl)pyridin-2-yl)piperazin-1-yl)sulfonyl)picolinonitrile FC(C1=CC(=NC=C1)N1CCN(CC1)S(=O)(=O)C=1C=CC(=NC1)C#N)(F)F